2-[[4-[5-cycloprop-yl-2-(2H-tetrazol-5-yl)-3-pyridyl]piperazin-1-yl]methyl]-1,3-benzothiazole C1(CC1)C=1C=C(C(=NC1)C=1N=NNN1)N1CCN(CC1)CC=1SC2=C(N1)C=CC=C2